(4-(((3R,4R)-1-(2-cyanoacetyl)-4-methylpiperidin-3-yl)(methyl)amino)-7H-pyrrolo[2,3-d]pyrimidin-7-yl)methyl 2-(1-(4-chlorobenzoyl)-5-methoxy-2-methyl-1H-indol-3-yl)acetate ClC1=CC=C(C(=O)N2C(=C(C3=CC(=CC=C23)OC)CC(=O)OCN2C=CC3=C2N=CN=C3N(C)[C@H]3CN(CC[C@H]3C)C(CC#N)=O)C)C=C1